Cl.NCCCOCC(=O)N[C@H](C(=O)N1[C@@H](C[C@H](C1)O)C(=O)N[C@@H](C)C1=CC=C(C=C1)C1=C(N=CS1)C)C(C)(C)C (2S,4R)-1-((S)-2-(2-(3-aminopropoxy)acetamido)-3,3-dimethylbutyryl)-4-hydroxy-N-((S)-1-(4-(4-methylthiazol-5-yl)phenyl)ethyl)pyrrolidine-2-carboxamide hydrochloride